ethyl (S)-3-(5-benzylthiophen-2-yl)-3-((R)-1,1-dimethylethylsulfinamido)propanoate C(C1=CC=CC=C1)C1=CC=C(S1)[C@H](CC(=O)OCC)N[S@](=O)C(C)(C)C